FC1(CN(C[C@@H]1O)C1=NC(=CC(=C1)C=1C=C(C=CC1C)NC(=O)N1C[C@@H](CC1)CC(F)(F)F)N1CCOCC1)F (S)-N-(3-(2-((S)-3,3-difluoro-4-hydroxypyrrolidin-1-yl)-6-morpholinopyridin-4-yl)-4-methylphenyl)-3-(2,2,2-trifluoroethyl)pyrrolidine-1-carboxamide